2-bromo-1-(3-bromo-2-hydroxy-5-methoxyphenyl)ethan-1-one BrCC(=O)C1=C(C(=CC(=C1)OC)Br)O